6-bromo-1,1,2-trifluorohexene C(CCBr)CC(=C(F)F)F